CS(=O)(=O)OCCC=1C(=NC(=CC1C)C1C(NC(CC1)=O)=O)C 2-(6-(2,6-dioxopiperidin-3-yl)-2,4-dimethylpyridin-3-yl)ethyl methanesulfonate